N2,N2,N7-triphenyldibenzo[b,d]thiophene-2,7-diamine C1(=CC=CC=C1)N(C1=CC2=C(SC3=C2C=CC(=C3)NC3=CC=CC=C3)C=C1)C1=CC=CC=C1